(2-methyl-6-(2-propanyl)phenyl)-4-((2S)-2-methyl-4-(2-propenoyl)-1-piperazinyl)pyrido[2,3-d]pyrimidin-2(1H)-one CC1=C(C(=CC=C1)C(C)C)N1C(N=C(C2=C1N=CC=C2)N2[C@H](CN(CC2)C(C=C)=O)C)=O